1-(4-(benzylamino)-5,6,7,8-tetrahydropyrido[2,3-d]pyrimidin-2-yl)-2-methyl-1H-indole-4-carboxamide benzenesulfonate C1(=CC=CC=C1)S(=O)(=O)O.C(C1=CC=CC=C1)NC=1C2=C(N=C(N1)N1C(=CC=3C(=CC=CC13)C(=O)N)C)NCCC2